2,7-diphenyl-dibenzothiophene C1(=CC=CC=C1)C1=CC2=C(SC3=C2C=CC(=C3)C3=CC=CC=C3)C=C1